quinolizine chloride [Cl-].C=1C=CCN2C=CC=CC12